2-chloro-4-cyclopentyl-6,7-dimethyl-pyrido[2,3-d]pyrimidine ClC=1N=C(C2=C(N1)N=C(C(=C2)C)C)C2CCCC2